NC1=NC=NN2C1=C(C=C2C=2C=CC(=C(C(=O)N[C@@H]1CN(C[C@@H]1F)C(=O)C1CC(C1)(F)F)C2)CF)C(F)(F)F 5-[4-amino-5-(trifluoromethyl)pyrrolo[2,1-f][1,2,4]triazin-7-yl]-N-[(3R,4S)-1-(3,3-difluorocyclobutanecarbonyl)-4-fluoropyrrolidin-3-yl]-2-(fluoromethyl)benzamide